CC1(N(CCC1)CC(=O)NC=1C=C(C(=NC1)C)NC(=O)C=1C=NN2C1C=NC(=C2)C=2C=NN(C2)C)C N-(5-(2-(2,2-dimethylpyrrolidin-1-yl)acetamido)-2-methylpyridin-3-yl)-6-(1-methyl-1H-pyrazol-4-yl)pyrazolo[1,5-a]pyrazine-3-carboxamide